NCC(O)C1=C(C=NC=C1)N1C[C@@H](OCC1)C(=O)N1[C@H](C2=C(C=C(C=C2CC1)Cl)Cl)C ((2R)-4-(4-(2-amino-1-hydroxyethyl)pyridin-3-yl)morpholin-2-yl)((S)-6,8-dichloro-1-methyl-3,4-dihydroisoquinolin-2(1H)-yl)methanone